N1C(=NC=C1)[C@H](C(C)C)N (S)-1-(1H-imidazol-2-yl)-2-methylpropan-1-amine